N-(3-(1H-pyrazol-4-yl)phenyl)-2-(piperazin-1-yl)pyrimidin-4-amine N1N=CC(=C1)C=1C=C(C=CC1)NC1=NC(=NC=C1)N1CCNCC1